ClC=1C=C2C(=NC(=NC2=C(C1C1=CC=CC2=C1N=C(S2)N)F)N2CC1(C2)NCCC1)N1CCNCC1 4-[6-chloro-2-(2,5-diazaspiro[3.4]octan-2-yl)-8-fluoro-4-piperazin-1-yl-quinazolin-7-yl]-1,3-benzothiazol-2-amine